C(=O)C=1C=C(C2=C(N=C(O2)C=2C(=C(C=CC2)C2=C(C(=CC=C2)NC=2C3=C(N=C(N2)C)C=C(C=N3)CN3C[C@@H](CC3)O)C)C)C1)C#N (R)-5-formyl-2-(3'-(7-((3-hydroxypyrrolidin-1-yl)methyl)-2-methylpyrido[3,2-d]pyrimidin-4-yl-amino)-2,2'-dimethylbiphenyl-3-yl)benzo[d]oxazole-7-carbonitrile